t-butyl-peroxyoctane C(C)(C)(C)OOCCCCCCCC